CN(CCOC1=C(OC2=CC=C(C=C2)NC2=NC=NC3=CC=C4C(=C23)OCCN4)C=CC=C1)C N-(4-(2-(2-(dimethylamino)ethoxy)phenoxy)phenyl)-3,4-dihydro-2H-[1,4]oxazino[2,3-f]quinazolin-10-amine